N-(stearoyl-oxy-ethyl)N-hydroxyethyl-N,N-dimethyl-ammonium chloride [Cl-].C(CCCCCCCCCCCCCCCCC)(=O)OCC[N+](C)(C)CCO